FC(OC1=NC=CC2=C1C=CN2S(=O)(=O)N2CCN(CC2)C(CN(C(OC(C)(C)C)=O)C)=O)F tert-butyl (2-(4-((4-(difluoromethoxy)-1H-pyrrolo[3,2-c]pyridin-1-yl)sulfonyl)piperazin-1-yl)-2-oxoethyl)(methyl)carbamate